(4,4-Difluorocyclohexyl)-4-methyl-2-phenoxy-1H-imidazole-1-carboxamide FC1(CCC(CC1)C1=C(N=C(N1C(=O)N)OC1=CC=CC=C1)C)F